NC=1C2=C(N=CN1)C(=CS2)C(=O)NC2=C1C=CN=C(C1=CC=C2C)NC2=CC=1CCCC(C1C=C2)=O 4-amino-N-(6-Methyl-1-((5-oxo-5,6,7,8-Tetrahydronaphthalen-2-yl)amino)isoquinolin-5-yl)thieno[3,2-d]pyrimidin-7-carboxamid